methyl 2-[(4-{3-[(4-cyano-2-fluorophenyl)methoxy]-1H-pyrazol-1-yl}piperidin-1-yl)methyl]-1-{[(2S)-oxetan-2-yl]methyl}-1H-benzimidazole-6-carboxylate C(#N)C1=CC(=C(C=C1)COC1=NN(C=C1)C1CCN(CC1)CC1=NC2=C(N1C[C@H]1OCC1)C=C(C=C2)C(=O)OC)F